1,1,2,2-tetrafluoropropyl-2,2,3,3-tetrafluoropropyl ether FC(C(C)(F)F)(F)C(C(COCC(C(C(C(C)(F)F)(F)F)(F)F)(F)F)(F)F)(F)F